(6-Chlorochroman-3-yl)-[6-(5-chloro-1H-pyrazol-4-yl)-1-[(2R)-2-(dimethylamino)propyl]indol-3-yl]methanone ClC=1C=C2CC(COC2=CC1)C(=O)C1=CN(C2=CC(=CC=C12)C=1C=NNC1Cl)C[C@@H](C)N(C)C